ClC1=NC2=CC(=CC(=C2C=C1)Cl)C 2,5-dichloro-7-methylquinoline